(1R,3r,5S)-8-Methyl-8-azabicyclo[3.2.1]octan-3-yl-3-hydroxy-2-(hydroxymethyl)-2-phenylpropanoate CN1[C@H]2CC(C[C@@H]1CC2)OC(C(CO)(C2=CC=CC=C2)CO)=O